S(=O)(=O)(O)O.C(C)(C)C=1C(=C(C=CC1)OC1=C(C(=CC=C1)C(C)C)C(C)C)C(C)C diisopropylphenyl ether sulfate